tert-butyl (3-((2-chloro-5-fluoropyrimidin-4-yl)amino)propyl)carbamate ClC1=NC=C(C(=N1)NCCCNC(OC(C)(C)C)=O)F